C(C)(C)(C)OC(=O)NC=1C=C(C=CC1)B(O)O (3-((tert-butyloxycarbonyl)amino)phenyl)boronic acid